ClC1=CC=C2C(=CC=NC2=C1)C(CCC(C)N)N (7-chloroquinolin-4-yl)pentane-1,4-diamine